C1(CCC2=CC=CC=C12)N1C[C@@H](N(C[C@H]1CC)C=1C=2C(N(C(C1)=O)C)=CN(N2)CC#N)CC (7-((2S,5R)-4-(2,3-dihydro-1H-inden-1-yl)-2,5-diethylpiperazin-1-yl)-4-methyl-5-oxo-4,5-dihydro-2H-pyrazolo[4,3-b]pyridin-2-yl)acetonitrile